FC1=CC(=C2CN(C(C2=C1)=O)C1C(NC(CC1)=O)=O)C1CCN(CC1)CCCCC1=CC(=CC=C1)C1=NC=2N(C(=C1)N1CCN(CC1)CCO)N=C(C2C2=CC=CC=C2)C 3-(6-Fluoro-4-(1-(4-(3-(7-(4-(2-hydroxyethyl)piperazin-1-yl)-2-methyl-3-phenylpyrazolo[1,5-a]pyrimidin-5-yl)phenyl)butyl)piperidin-4-yl)-1-oxoisoindolin-2-yl)-piperidine-2,6-dione